FC=1C=C(C=CC1F)[C@H](N1N2C(C(N3[C@H]1COCC3)=O)=CC(C=C2)=O)C2=C(C=CC=C2)SC (12aR)-12-[(S)-(3,4-Difluorophenyl)(2-methylsulfanylphenyl)methyl]-3,4,12,12a-tetrahydro-1H-[1,4]oxazino[3,4-c]pyrido[2,1-f][1,2,4]triazin-6,8-dion